(S)-N-((S)-1-(5-(7-chloro-2-methylquinolin-6-yl)-1H-imidazol-2-yl)-7-oxononyl)-6-methyl-6-azaspiro[2.5]octane-1-carboxamide ClC1=C(C=C2C=CC(=NC2=C1)C)C1=CN=C(N1)[C@H](CCCCCC(CC)=O)NC(=O)[C@H]1CC12CCN(CC2)C